O1C(=NC=C1)C(=O)[O-].[Na+] sodium 1,3-oxazole-2-carboxylate